magnesium germinal [Ge]1(=CC=CC=C1)C=O.[Mg]